4-Benzyl 1-(tert-butyl) 2-((2,6-dimethylpyridin-4-yl)methyl)piperazine-1,4-dicarboxylate CC1=NC(=CC(=C1)CC1N(CCN(C1)C(=O)OCC1=CC=CC=C1)C(=O)OC(C)(C)C)C